IC=1C=C2N(C(C=3N(C2=CC1)C=CN3)=O)C3=C(C=CC=C3)C 7-Iodo-5-(o-tolyl)imidazo[1,2-a]quinoxalin-4(5H)-one